C1(CC1)C1=C2C(=NC(N(C2=CC=C1)C1=NC=CN=C1)=O)NC cyclopropyl-4-(methylamino)-1-(pyrazin-2-yl)quinazolin-2(1H)-one